3-fluoro-1-adamantyl isocyanate FC12CC3(CC(CC(C1)C3)C2)N=C=O